FC(O[C@H]1C[C@@H](NCC1)C1=CC=C(C(=O)OC)C=C1)F methyl 4-((trans)-4-(difluoromethoxy)piperidin-2-yl)benzoate